2-(1-methyl-4-(6-oxo-1,2,3,4,5,6-hexahydrobenzo[c][1,7]naphthyridin-9-yl)-1H-pyrazol-5-yl)benzo[b]thiophene-3-carbonitrile CN1N=CC(=C1C1=C(C2=C(S1)C=CC=C2)C#N)C2=CC1=C(C(NC=3CNCCC13)=O)C=C2